6-Bromo-1-methyl-2H-3,1-benzoxazine-2,4(1H)-dione BrC=1C=CC2=C(C(OC(N2C)=O)=O)C1